COC1=C(COC=2C=C(C=CC2)CCCN)C=CC=C1 3-(3-(2-methoxybenzyloxy)phenyl)propan-1-amine